C(C)C1=C(OC=2C=CC(=C(C(=O)N)C2)C2CN(C(C2)=O)CC2=NC=CC=C2)C=CC=C1 5-(2-ethylphenoxy)-2-(5-oxo-1-(pyridin-2-ylmethyl)pyrrolidin-3-yl)benzamide